4-(trifluoromethyl)phenylisothiocyanate FC(C1=CC=C(C=C1)N=C=S)(F)F